dioxa-adamantane C12OC3OC(CC(C1)C3)C2